ClC=1C(=NC(=NC1)NC1=C(C=C(C=C1)N1CCC(CC1)N1CCN(CC1)C)OC)NC=1C=CC=C2CC(N(C12)S(=O)(=O)C)C 5-chloro-N2-(2-methoxy-4-(4-(4-methylpiperazin-1-yl)piperidin-1-yl)phenyl)-N4-(2-methyl-1-(methylsulfonyl)indolin-7-yl)pyrimidine-2,4-diamine